C[C@@]12CCC[C@@]([C@H]1CC[C@]34[C@H]2CC[C@H](C3)[C@](C4)(CO)O)(CO)C(=O)O (10α)-16α,17,19-trihydroxykaurane-18-oic acid